BrC=1C=C(C=CC1)C[C@@H](C(=O)NC)NC(=O)C1=CC(=NN1)C1=C(C=CC=C1)[N+](=O)[O-] (S)-N-(3-(3-bromophenyl)-1-(methylamino)-1-oxopropan-2-yl)-3-(2-nitrophenyl)-1H-pyrazole-5-carboxamide